C(C)NC1CCN(CC1)C1=CC(=C(C=C1)NC(=O)C=1C(=CC=2N(C1)C=C(N2)C)OC)F N-(4-(4-(ethylamino)piperidin-1-yl)-2-fluorophenyl)-7-methoxy-2-methylimidazo[1,2-a]pyridine-6-carboxamide